N1=CC=C2C=CC=3C(=C12)C=CC=CN3 AZEPINO-INDOLE